CN1N=CC(=C1C1=CC=2N(C=C1)N=C(C2)NC(=O)C2CC2)OC[C@H]2N(CC2)CC2OCCC2 (S)-N-[5-[2-methyl-4-[[1-(tetrahydrofuran-2-ylmethyl)azetidin-2-yl]methoxy]pyrazol-3-yl]pyrazolo[1,5-a]pyridin-2-yl]cyclopropanecarboxamide